methyl-3H-indol-2-one CC1C(NC2=CC=CC=C12)=O